COC(C1=CC(=C(C(=C1)C)N1N=C(C(=C(C1=O)N1N=C(N=C1)Cl)O)CC)C)=O.C(C)OC(CCCCCCC(=O)[SiH3])(OCC)OCC TRIETHOXYCAPRYLYL-SILANE methyl-4-[5-(3-chloro-1H-1,2,4-triazol-1-yl)-3-ethyl-4-hydroxy-6-oxopyridazin-1(6H)-yl]-3,5-dimethylbenzoate